(4-bromophenyl)-[4-(2-tetrahydropyran-4-yl-3H-imidazo[4,5-b]pyridin-7-yl)-1-piperidyl]methanone BrC1=CC=C(C=C1)C(=O)N1CCC(CC1)C1=C2C(=NC=C1)NC(=N2)C2CCOCC2